8-hydroxy-2,7-dimethyl-decadien OC(C(CCC=CC(=C)C)C)CC